C12OCCC2CC1N 2-oxabicyclo[3.2.0]heptane-7-amine